FC1=CC2=C(C(=CO2)C(=O)N)C=C1 6-fluorobenzofuran-3-carboxamide